C(CCCCCCCCCCCCCCCN)N 1,16-hexadecanediamine